C1COCO1 5,3-dioxolane